ClC=1C(=C(N[C@@H](C(=O)N2[C@@H]3CC([C@H]([C@H]2C(=O)N[C@H](C[C@H]2C(NCCC2)=O)C#N)CC3)(F)F)C)C=CC1)C (1S,3S,4S)-2-[(2R)-2-(3-chloro-2-methyl-anilino)propanoyl]-N-[(1R)-1-cyano-2-[(3S)-2-oxo-3-piperidyl]ethyl]-5,5-difluoro-2-azabicyclo[2.2.2]octane-3-carboxamide